(R*)-N-(5-(1,1-difluoropropyl)-4-((4-methoxy-1-methyl-5-(2,2,2-trifluoro-1-hydroxyethyl)-1H-indazol-3-yl)amino)pyridin-2-yl)cyclopropanecarboxamide FC(CC)(F)C=1C(=CC(=NC1)NC(=O)C1CC1)NC1=NN(C2=CC=C(C(=C12)OC)[C@H](C(F)(F)F)O)C |o1:29|